3,3''-dibromo-1,1':2',1''-terphenyl BrC=1C=C(C=CC1)C=1C(=CC=CC1)C1=CC(=CC=C1)Br